CYCLOHEXEN-1-ONE C1CC=CC(=O)C1